C(C)(=O)OCC(OC(CC(CCCC(CCCCCCCCCCCCC)OC(C)=O)OC(C)=O)=O)CO 1-acetyl-2-(3,7-diacetoxy-eicosanoyl)-glycerol